Cl[Pd](P(C(C)(C)C)(C(C)(C)C)C1=CC=C(C=C1)N(C)C)(P(C1=CC=C(C=C1)N(C)C)(C(C)(C)C)C(C)(C)C)Cl dichloro(bis{di-tert-butyl-[4-(dimethylamino)phenyl]-phosphoranyl})palladium